N-(4-(4-(4-(1H-1,2,4-triazol-1-yl)benzylidene)-5-oxo-4,5-dihydrooxazol-2-yl)phenyl)acetamide N1(N=CN=C1)C1=CC=C(C=C2N=C(OC2=O)C2=CC=C(C=C2)NC(C)=O)C=C1